benzyl (3R,4S)-3-[[(tert-butoxy)carbonyl]amino]-4-(difluoromethyl)pyrrolidine-1-carboxylate C(C)(C)(C)OC(=O)N[C@H]1CN(C[C@@H]1C(F)F)C(=O)OCC1=CC=CC=C1